FC(C(C(F)(F)F)(C(F)(F)F)OCCCCCCCCOC1CC(NC(C1)(C)C)(C)C)(F)F 4-((8-((1,1,1,3,3,3-hexafluoro-2-(trifluoromethyl)propane-2-yl)oxy)octyl)oxy)-2,2,6,6-tetramethylpiperidine